OC(=O)C(F)(F)F.C1=CC=CC2=C1CNC1=C(S2(=O)=O)C=CC(=C1)C(=O)N 10,11-dihydrodibenzo[b,f][1,4]thiazepine-8-carboxamide 5,5-dioxide TFA salt